4-(3-methanesulfonylphenyl)-1-propyl-1,2,3,6-tetrahydropyridine CS(=O)(=O)C=1C=C(C=CC1)C=1CCN(CC1)CCC